OC1=C(C=CC=2SC=CC21)C2=C(N=C(N=N2)N[C@@H]2[C@H](COC2)O)C (3R,4S)-4-((6-(4-hydroxybenzo[b]thiophene-5-yl)-5-methyl-1,2,4-triazin-3-yl)amino)tetrahydrofuran-3-ol